4-(2-(1-(ethylsulfonyl)piperidin-4-yl)-4-(4-fluorophenyl)thiazol-5-yl)-N-(2-methoxy-4-morpholinophenyl)pyrimidin-2-amine C(C)S(=O)(=O)N1CCC(CC1)C=1SC(=C(N1)C1=CC=C(C=C1)F)C1=NC(=NC=C1)NC1=C(C=C(C=C1)N1CCOCC1)OC